(5-(7-(1-(4-(6-hydroxy-2-phenyl-1,2,3,4-tetrahydronaphthalen-1-yl)phenyl)piperidin-4-yl)-2,7-diazaspiro[4.4]non-2-yl)-1-oxoisoindolin-2-yl)piperidine-2,6-dione OC=1C=C2CCC(C(C2=CC1)C1=CC=C(C=C1)N1CCC(CC1)N1CC2(CCN(C2)C=2C=C3CN(C(C3=CC2)=O)N2C(CCCC2=O)=O)CC1)C1=CC=CC=C1